F[C@H]1[C@@H](C1)C1=CC(=NO1)C(=O)NC1C[C@H]2CC[C@@H](C1)N2S(=O)(=O)CC2CCN(CC2)C trans-5-(2-fluorocyclopropyl)-N-((1R,3r,5S)-8-(((1-methylpiperidin-4-yl)methyl)sulfonyl)-8-azabicyclo[3.2.1]octan-3-yl)isoxazole-3-carboxamide